BrC1=CC=CC(=C1C(C#N)[Si](C)(C)C)OC1=CC(=CC(=C1)F)Cl [6-bromo-2-(3-chloro-5-fluorophenoxy)phenyl](trimethylsilyl)acetonitrile